[H-].[Na+].CC1(OC[C@H](N1C(=O)OC(C)(C)C)COCCCCCCCCCCCCCCCCCC)C tert-butyl (R)-2,2-dimethyl-4-((octadecyloxy)methyl)oxazolidine-3-carboxylate Sodium hydride